1-[2-(5-methyl-1,3,4-oxadiazol-2-yl)acetyl]pyrrolidine-2-carboxamide CC1=NN=C(O1)CC(=O)N1C(CCC1)C(=O)N